NC1=NC2=NC=C(N=C2C(N1)=O)CNC1=CC=C(C(=O)N[C@H](CCC(NCCOCCOCCOCCOCCOCCOCC#C)=O)C(=O)OC(C)(C)C)C=C1 tert-butyl (R)-26-(4-(((2-amino-4-oxo-3,4-dihydropteridin-6-yl)methyl)amino)benzamido)-23-oxo-4,7,10,13,16,19-hexaoxa-22-azaheptacos-1-yn-27-oate